C1NCCC2=C1C=C1C=CC2N1C(=O)N tetrahydro-5H-5,8-epiminocyclohepta[c]pyridine-10-carboxamide